5-(6-(2-fluoro-6-methoxyphenyl)-2-methyl-2H-indazol-3-yl)-3,6-dihydropyridine-1(2H)-carboxylic acid tert-butyl ester C(C)(C)(C)OC(=O)N1CCC=C(C1)C=1N(N=C2C=C(C=CC12)C1=C(C=CC=C1OC)F)C